1H-INDOLE-2-CARBOXALDEHYDE N1C(=CC2=CC=CC=C12)C=O